The molecule is a polyunsaturated fatty acyl-CoA(4-) arising from deprotonation of the phosphate and diphosphate functions of (9Z,12Z)-tetradecadienoyl-CoA; major species at pH 7.3. It is a conjugate acid of a (9Z,12Z)-tetradecadienoyl-CoA. C/C=C\\C/C=C\\CCCCCCCC(=O)SCCNC(=O)CCNC(=O)[C@@H](C(C)(C)COP(=O)([O-])OP(=O)([O-])OC[C@@H]1[C@H]([C@H]([C@@H](O1)N2C=NC3=C(N=CN=C32)N)O)OP(=O)([O-])[O-])O